FC1=NC=CC(=C1)C=1C=NC=2CCN(CC2C1)C1=NC=C(C#N)C=C1C 6-(3-(2-fluoropyridin-4-yl)-7,8-dihydro-1,6-naphthyridin-6(s)-yl)-5-methylnicotinonitrile